[Si](C)(C)(C(C)(C)C)OCC1=NC(=CC=C1)C(F)F 2-(((tert-butyldimethylsilyl)oxy)methyl)-6-(difluoromethyl)pyridine